C(C)(C)(C)OC(=O)N([C@H](C[C@@H](OCC)C=1SC=C(N1)C(=O)N[C@H](C[C@@H](C(=O)OCC=C)C)CC1=CC=CC=C1)C(C)C)C (2S,4R)-allyl 4-(2-((1R,3R)-3-((tert-butoxycarbonyl)(methyl)amino)-1-ethoxy-4-methylpentyl)thiazole-4-carboxamido)-2-methyl-5-phenylpentanoate